4-amino-7-cyclopropyl-1-(2-methylpyridin-3-yl)quinazolin-2-one NC1=NC(N(C2=CC(=CC=C12)C1CC1)C=1C(=NC=CC1)C)=O